F[P-](F)(F)(F)(F)F.C(C)N1C(N(C=C1)C)C 1-ethyl-2,3-dimethylimidazole hexafluorophosphate